3-Benzyl-6-(3-chlorobenzyl)-2-dimethylamino-5,6,7,8-tetrahydropyrido[4,3-d]pyrimidin-4(3H)-one C(C1=CC=CC=C1)N1C(=NC2=C(C1=O)CN(CC2)CC2=CC(=CC=C2)Cl)N(C)C